Calcium Silicate [Si]([O-])([O-])([O-])[O-].[Ca+2].[Ca+2]